FC(OC1=C(C=C(C=C1)[C@H]1CC2(CNC2)CC1)C)F (R)-6-(4-(Difluoromethoxy)-3-methylphenyl)-2-azaspiro[3.4]octan